4-[5-ethyl-2-(4-methoxyphenyl)-1H-imidazol-4-yl]pyridine dihydrochloride Cl.Cl.C(C)C1=C(N=C(N1)C1=CC=C(C=C1)OC)C1=CC=NC=C1